C1(=C(C=CC=C1)C1=NC2=C(C(O1)=O)C=CC=C2)C2=NC1=C(C(O2)=O)C=CC=C1 2,2'-phenylenebis-4H-3,1-benzoxazin-4-one